8-benzoyl-1-methyl-3-(pyridin-2-ylmethyl)-1,3,8-triazaspiro[4.5]decane-2,4-dione C(C1=CC=CC=C1)(=O)N1CCC2(C(N(C(N2C)=O)CC2=NC=CC=C2)=O)CC1